6-chloro-2-(difluoromethyl)-3-fluoropyridine ClC1=CC=C(C(=N1)C(F)F)F